5-bromo-N-ethyl-6-methyl-pyridine-2-carboxamide BrC=1C=CC(=NC1C)C(=O)NCC